tert-butyl N-[8-[5-(1-cyano-1-methyl-ethyl)-1,3,4-oxadiazol-2-yl]-5,5,7-trifluoro-2-oxo-1-[[4-[5-(trifluoromethyl)-2-pyridyl]phenyl]methyl]-3,4-dihydro-1-benzazepin-3-yl]carbamate C(#N)C(C)(C)C1=NN=C(O1)C1=CC2=C(C(CC(C(N2CC2=CC=C(C=C2)C2=NC=C(C=C2)C(F)(F)F)=O)NC(OC(C)(C)C)=O)(F)F)C=C1F